FC=1C=C(C#N)C=C(C1)CO[C@H](COCCCCCCCCCCCCCCCCC)CO (S)-3-fluoro-5-(((1-(heptadecyloxy)-3-hydroxyprop-2-yl)oxy)methyl)benzonitrile